(2-tert-butylsulfinyliminoethyl)-4-methylbenzenesulfonate C(C)(C)(C)S(=O)N=CCOS(=O)(=O)C1=CC=C(C=C1)C